(1S,2R,5R)-N-hydroxy-3-((6-(4-isopropoxyphenoxy)pyridin-3-yl)-sulfonyl)-8-propionyl-3,8-diaza-bicyclo[3.2.1]octane-2-carboxamide ONC(=O)[C@H]1[C@@H]2CC[C@H](CN1S(=O)(=O)C=1C=NC(=CC1)OC1=CC=C(C=C1)OC(C)C)N2C(CC)=O